C(CCCCCCCCCCCCCCC)OC(\C=C/C(=O)OCCCCCCCCCCCCCCCC)=O maleic acid di-n-hexadecyl ester